CN1C(N=NC1=O)=O 4-methyl-1,2,4-triazolin-3,5-dione